[3-(1-acetylazetidin-3-yl)indazol-1-yl]acetic acid C(C)(=O)N1CC(C1)C1=NN(C2=CC=CC=C12)CC(=O)O